6-(imidazo[1,2-a]pyridine-3-carbonyl)-N-(3-(2-(4-methylpiperazin-1-yl)-ethoxy)-5-(trifluorometh-yl)phenyl)-4,5,6,7-tetra-hydrothieno[2,3-c]pyridine-3-carboxamide N=1C=C(N2C1C=CC=C2)C(=O)N2CC1=C(CC2)C(=CS1)C(=O)NC1=CC(=CC(=C1)C(F)(F)F)OCCN1CCN(CC1)C